OC=1C=C(C=CC1OC)C=N[C@@H](CCCN\C(\N)=N\[H])C(=O)O (E)-N2-[(3-hydroxy-4-methoxyphenyl)methylidene]-L-arginine